(S)-N-(4-(3-aminoprop-1-yn-1-yl)phenyl)-4-(2-(4-(4-chlorophenyl)-2,3,9-trimethyl-6H-thieno[3,2-f][1,2,4]triazolo[4,3-a][1,4]diazepin-6-yl)acetamido)butanamide hydrochloride Cl.NCC#CC1=CC=C(C=C1)NC(CCCNC(C[C@H]1C=2N(C3=C(C(=N1)C1=CC=C(C=C1)Cl)C(=C(S3)C)C)C(=NN2)C)=O)=O